2-(2-((7-(3-(aminomethyl)phenyl)benzofuran-3-yl)methoxy)phenyl)acetic acid NCC=1C=C(C=CC1)C1=CC=CC=2C(=COC21)COC2=C(C=CC=C2)CC(=O)O